3,4-bis-(2-imidazol-1-ylethoxy)-benzonitrile N1(C=NC=C1)CCOC=1C=C(C#N)C=CC1OCCN1C=NC=C1